3-(8-hydroxy-5-nitroquinolin-4-yl)-N-methyl-acrylamide OC=1C=CC(=C2C(=CC=NC12)C=CC(=O)NC)[N+](=O)[O-]